1-[3-(4-Bromo-2-methyl-2H-pyrazol-3-yl)-4-methoxyphenyl]-3-(4-trifluoromethylphenyl)-urea BrC1=C(N(N=C1)C)C=1C=C(C=CC1OC)NC(=O)NC1=CC=C(C=C1)C(F)(F)F